COC(CSC=1N=C(C2=C(N1)CCC2)NC2=CC=C(C=C2)C#N)=O 2-((4-((4-cyanophenyl)amino)-6,7-dihydro-5H-cyclopenta[d]pyrimidin-2-yl)thio)acetic acid methyl ester